BrC1=CC=C(C2=CC=CC=C12)C1=C(C(=O)N)C=CC(=C1)F (4-bromonaphthalen-1-yl)-4-fluorobenzamide